trans-N-(4-(2-acetamidocyclopropyl)phenyl)-4-bromobenzamide C(C)(=O)N[C@H]1[C@@H](C1)C1=CC=C(C=C1)NC(C1=CC=C(C=C1)Br)=O